CC=1C(=C(C=CC1)O)C Dimethyl-Phenol